tert-Butyl (S)-4-(((benzyloxy)carbonyl)amino)-5-((4-fluorophenyl)amino)-5-oxopentanoate C(C1=CC=CC=C1)OC(=O)N[C@@H](CCC(=O)OC(C)(C)C)C(=O)NC1=CC=C(C=C1)F